N-benzyl-2-((3,5-dichloro-4-(4-hydroxy-3-isopropylbenzyl)phenyl)thio)acetamide C(C1=CC=CC=C1)NC(CSC1=CC(=C(C(=C1)Cl)CC1=CC(=C(C=C1)O)C(C)C)Cl)=O